C(#N)C1=CN(C2=CC=C(C=C12)C1=CC=C(N=N1)C(=O)O)C1CCCC1 6-(3-cyano-1-cyclopentyl-indol-5-yl)pyridazine-3-carboxylic acid